2-(5,7-dimethylfuro[2,3-c]pyridin-2-yl)-7-(4-ethylpiperazin-1-yl)-4H-pyrido[1,2-a]pyrimidin CC=1C=C2C(=C(N1)C)OC(=C2)C=2N=C1N(CC2)C=C(C=C1)N1CCN(CC1)CC